4-[2-[6-[4-[3-[2-[2-[[2-(2,6-dioxo-3-piperidyl)-1,3-dioxo-isoindolin-4-yl]amino]ethoxy]ethoxy]propanoyl]piperazine-1-carbonyl]-2-naphthyl]ethylamino]quinoline-6-carbonitrile O=C1NC(CCC1N1C(C2=CC=CC(=C2C1=O)NCCOCCOCCC(=O)N1CCN(CC1)C(=O)C=1C=C2C=CC(=CC2=CC1)CCNC1=CC=NC2=CC=C(C=C12)C#N)=O)=O